(6-(6-(tert-butoxycarbonyl)-2,6-diazaspiro[3.3]heptan-2-yl)pyridin-3-yl)boronic acid C(C)(C)(C)OC(=O)N1CC2(CN(C2)C2=CC=C(C=N2)B(O)O)C1